CC1=CC=C(CNC(=O)N2CC3=C(CC2)C=C(S3)C3=NOC(=N3)C(F)(F)F)C=C1 N-(4-methylbenzyl)-2-(5-(trifluoromethyl)-1,2,4-oxadiazol-3-yl)-4,7-dihydrothieno[2,3-c]pyridine-6(5H)-carboxamide